5-(6-methylpyridin-3-yl)oxypyridine CC1=CC=C(C=N1)OC=1C=CC=NC1